methyl (S)-2-amino-3,3-dimethylbutyrate hydrochloride Cl.N[C@H](C(=O)OC)C(C)(C)C